7-bromo-2-naphthoic Acid BrC1=CC=C2C=CC(=CC2=C1)C(=O)O